Cl.N(=[N+]=[N-])CCOCCOCCN 2-(2-(2-azidoethoxy)ethoxy)ethane-1-amine hydrochloride